(S)-4-benzyl-7-(2-hydroxypropyl)-1,4,7-triazonane-1-carbaldehyde C(C1=CC=CC=C1)N1CCN(CCN(CC1)C[C@H](C)O)C=O